4-cyano-5,6,7,8-tetrahydro-cinnoline-3-carboxylic acid methyl ester COC(=O)C=1N=NC=2CCCCC2C1C#N